di-tert-butyl 3,3'-((4-methyl-4H-1,2,4-triazole-3,5-diyl)bis(4,1-phenylene))bis(2,5-dihydro-1H-pyrrole-1-carboxylate) CN1C(=NN=C1C1=CC=C(C=C1)C=1CN(CC1)C(=O)OC(C)(C)C)C1=CC=C(C=C1)C=1CN(CC1)C(=O)OC(C)(C)C